O[C@@H]1CC(NC1)=O (R)-4-hydroxy-2-pyrrolidone